BrC1=CC(=C(C2=C1CCO2)Cl)Br 4,6-dibromo-7-chloro-2,3-Dihydrobenzofuran